C(=O)=C1OC=CN1 carbonylOxazole